O=C1N(C(C=C1)=O)CCCCCCCCCCCC(=O)NCCOCCC(=O)OC(C)(C)C tert-butyl 3-(2-(12-(2,5-dioxo-2,5-dihydro-1H-pyrrol-1-yl)dodecanamido)ethoxy)propanoate